C(C)N(C(=O)N1CCCCC1)C N-ethyl-N-methylpiperidine-1-carboxamide